O1CCCCC1 4,5-dihydro-2H-pyran